BrC1=CC=C(C2=C1NC=N2)C(=O)N2CCC=1N(N=C3CCN(C[C@H]2C13)C(C=C)=O)C1=C(C=C(C=C1)C(C)C)O |r| racemic-1-(5-(7-bromo-1H-benzo[d]imidazole-4-carbonyl)-2-(2-hydroxy-4-isopropylphenyl)-2,3,4,5,5a,6,8,9-octahydro-7H-1,2,5,7-tetraazabenzo[cd]azulen-7-yl)prop-2-en-1-one